ClC1=C(C(=C(C#N)C(=C1)OC)C1=CC=NN1C)F 4-Chloro-3-fluoro-6-methoxy-2-(1-methyl-1H-pyrazol-5-yl)benzonitrile